C(C)(C)(C)C=1C=C(N(N1)C)NC(=O)NC1=CC=C(C=C1)N1C=NC2=C1C=CC(=C2)OCCOC 1-(5-tert-butyl-2-methyl-2H-pyrazol-3-yl)-3-{4-[5-(2-methoxy-ethoxy)-benzoimidazol-1-yl]-phenyl}-urea